7-(5-Ethoxy-carbonyl-5-methylhexyloxy)-2,2-dimethyl-heptanoic acid ethyl ester C(C)OC(C(CCCCCOCCCCC(C)(C)C(=O)OCC)(C)C)=O